3,5-dimethyl-N-(pyridin-2-yl)-N-(thiophen-2-ylmethyl)benzofuran-2-carboxamide bismuth [Bi].CC1=C(OC2=C1C=C(C=C2)C)C(=O)N(CC=2SC=CC2)C2=NC=CC=C2